OCC1=CC=C(C=C1)N1SC2=C(C1=O)C=CC=C2 2-(4-(hydroxymethyl)phenyl)benzo[d]isothiazol-3(2H)-one